OC1(CC(C1)C(=O)N1CC2(C1)CC(C2)CC2=CC(=CC=C2)C(C)C)C ((1s,3s)-3-hydroxy-3-methylcyclobutyl)(6-(3-isopropylbenzyl)-2-azaspiro[3.3]Hept-2-yl)methanone